(R) and (S)-N-(1-(1-(2,4-bis(trifluoromethyl)phenyl)ethyl)-1H-pyrazol-4-yl)-2-(pyridin-2-yl)thiazole-5-carboxamide FC(C1=C(C=CC(=C1)C(F)(F)F)[C@@H](C)N1N=CC(=C1)NC(=O)C1=CN=C(S1)C1=NC=CC=C1)(F)F |r|